O1OCC(CC1)=O 1,2-dioxan-4-one